N1(N=CC=C1)CC=1C=CC(=NC1OC)C(=O)OC1=C(C(=C(C(=C1F)F)F)F)F Perfluorophenyl 5-((1H-pyrazol-1-yl)methyl)-6-methoxypicolinate